COC1=CC=C(C=C1)[C@H](C(=O)NCCC1=CC=NC=C1)NCCC1CCNCC1 R-(-)-2-(4-methoxyphenyl)-2-[(2-piperidine-4-ylethyl)amino]-N-(2-pyridine-4-ylethyl)acetamid